C[C@@H]1[C@H]([C@H](C[C@@H](O1)O[C@@H]2[C@H](O[C@H](C[C@@H]2O)O[C@@H]3[C@H](O[C@H](C[C@@H]3O)O[C@H]4CC[C@]5([C@@H](C4)CC[C@@H]6[C@@H]5C[C@H]([C@]7([C@@]6(CC[C@@H]7C8=CC(=O)OC8)O)C)O)C)C)C)O)O The molecule is a cardenolide glycoside that is digitoxin beta-hydroxylated at C-12. A cardiac glycoside extracted from the foxglove plant, Digitalis lanata, it is used to control ventricular rate in atrial fibrillation and in the management of congestive heart failure with atrial fibrillation, but the margin between toxic and therapeutic doses is small. It has a role as an epitope, an anti-arrhythmia drug, a cardiotonic drug and an EC 3.6.3.9 (Na(+)/K(+)-transporting ATPase) inhibitor. It is a cardenolide glycoside and a steroid saponin. It is a conjugate acid of a digoxin(1-).